NC(CNC(C1=C(C(=CC(=C1)F)[N+](=O)[O-])Br)=O)CC N-(2-aminobutyl)-2-bromo-5-fluoro-3-nitrobenzamide